FC1(CC(C1)COC1(C(CC2=CC=CC(=C12)SC(F)(F)F)(F)F)O)F ((3,3-Difluorocyclobutyl)methoxy)-2,2-difluoro-7-(trifluoromethylsulfanyl)-2,3-dihydro-1H-inden-1-ol